(R)-(+)-trans-4-(1-aminoethyl)-N-(4-pyridyl)cyclohexaneformamide dihydrochloride Cl.Cl.N[C@H](C)[C@@H]1CC[C@H](CC1)C(=O)NC1=CC=NC=C1